CC(CNC1=NC(=NC(=N1)OC1=CC=CC=C1)NC1=CC(=CC=C1)C(F)(F)F)(C)O 2-methyl-1-((4-phenoxy-6-((3-(trifluoromethyl)phenyl)amino)-1,3,5-triazin-2-yl)amino)propan-2-ol